3-[5-[4-(2-methyl-7-azaspiro[3.5]nonan-2-yl)piperazin-1-yl]-1-oxo-isoindolin-2-yl]piperidine-2,6-dione CC1(CC2(C1)CCNCC2)N2CCN(CC2)C=2C=C1CN(C(C1=CC2)=O)C2C(NC(CC2)=O)=O